NC1=NC=C(C=C1C=1C=C2CCNC(C2=CC1)=O)C1=CC(=C(C=C1)N1C[C@H](OCC1)C(C)C)C(F)(F)F (R)-6-(2-amino-5-(4-(2-isopropylmorpholino)-3-(trifluoromethyl)phenyl)pyridin-3-yl)-3,4-dihydroisoquinolin-1(2H)-one